(R)-N-(1-cyanopyrrolidin-3-yl)-5-(4-methoxyphenyl)-1H-pyrazole-3-carboxamide C(#N)N1C[C@@H](CC1)NC(=O)C1=NNC(=C1)C1=CC=C(C=C1)OC